(1R,3S)-3-(3-{[(2,4-dimethyl-1,3-thiazol-5-yl)acetyl]amino}-1H-pyrazol-5-yl)cyclopentyl (2S)-butan-2-ylcarbamate C[C@@H](CC)NC(O[C@H]1C[C@H](CC1)C1=CC(=NN1)NC(CC1=C(N=C(S1)C)C)=O)=O